cis-3-(2-aminothiazolo[4,5-b]pyrazin-6-yl)cyclobutane-1-carbonitrile NC=1SC=2C(=NC=C(N2)[C@H]2C[C@H](C2)C#N)N1